(5-chloro-1-methyl-1H-indol-2-yl)(4-(5-(3-chloropyridin-2-yl)-1,3,4-oxadiazole-2-carbonyl)piperidin-1-yl)methanone ClC=1C=C2C=C(N(C2=CC1)C)C(=O)N1CCC(CC1)C(=O)C=1OC(=NN1)C1=NC=CC=C1Cl